O=C1C2=C(C3=C1C=NC1=CC=C(C=C31)NC=3N=NC=CC3C#N)C=NC(=N2)C(F)(F)F 3-((7-oxo-9-(trifluoromethyl)-7H-pyrimido[5',4':3,4]cyclopenta[1,2-c]quinolin-2-yl)amino)pyridazine-4-carbonitrile